tert-butyl {(2S)-1-[(2S,4R)-2-({(2S)-1-(1,3-benzothiazol-2-yl)-1-oxo-3-[(3S)-2-oxopyrrolidin-3-yl]propan-2-yl}carbamoyl)-4-methylpiperidin-1-yl]-3-methyl-1-oxobutan-2-yl}carbamate S1C(=NC2=C1C=CC=C2)C([C@H](C[C@H]2C(NCC2)=O)NC(=O)[C@H]2N(CC[C@H](C2)C)C([C@H](C(C)C)NC(OC(C)(C)C)=O)=O)=O